CN(C(C(=O)N[C@H](C(=O)N(C)[C@H](C[C@@H](O)C=1SC=C(N1)C(=O)O)C(C)C)[C@H](CC)C)(C)C)C 2-((1R,3R)-3-((2S,3S)-2-(2-(dimethylamino)-2-methylpropanamido)-N,3-dimethylpentanamido)-1-hydroxy-4-methylpentyl)thiazole-4-carboxylic acid